(S)-5-fluoro-2-(pyrrolidin-3-ylthio)pyridine hydrochloride Cl.FC=1C=CC(=NC1)S[C@@H]1CNCC1